N-[5-(1H-benzimidazol-2-yl)-1-[(4-methoxyphenyl)methyl]pyrazol-3-yl]-6-(3-hydroxy-3-methyl-1-piperidyl)pyridine-3-carboxamide N1C(=NC2=C1C=CC=C2)C2=CC(=NN2CC2=CC=C(C=C2)OC)NC(=O)C=2C=NC(=CC2)N2CC(CCC2)(C)O